CC=1N(C(=CN1)[N+](=O)[O-])CC(CO)N1CCOCC1 3-(2-methyl-5-nitro-1H-imidazol-1-yl)-2-morpholinopropanol